OC1=C(C(=O)OCC)C=CC=C1O ethyl 2,3-dihydroxybenzoate